(R)-7-(dimethylamino)-4-(1-(3-hydroxy-5-(trifluoromethyl)phenyl)ethylamino)-N,N,2-trimethylpyrido[2,3-d]pyrimidine-6-carboxamide CN(C=1C(=CC2=C(N=C(N=C2N[C@H](C)C2=CC(=CC(=C2)C(F)(F)F)O)C)N1)C(=O)N(C)C)C